C1(CC1)C1=CC=C2C(=N1)C(=NN2C2OCCCC2)I 5-cyclopropyl-3-iodo-1-(tetrahydro-2H-pyran-2-yl)-1H-pyrazolo[4,3-b]pyridine